[rac-trans-2-[(6-chloropyrazolo[3,4-d]pyrimidin-1-yl)methyl]cyclohexyl]methanol ClC1=NC=C2C(=N1)N(N=C2)C[C@H]2[C@@H](CCCC2)CO |r|